C(C)(C)C1=C2C=C(N=CC2=C(C=C1C1CN(C1)C(C=C)=O)N1[C@@H]([C@H](C1)CS(=O)(=O)C)C)NC1=NC(=NC=C1)N1CCC(CC1)OC 1-(3-(5-isopropyl-3-((2-(4-methoxypiperidin-1-yl)pyrimidin-4-yl)amino)-8-((2R,3S)-2-methyl-3-((methylsulfonyl)methyl)azetidin-1-yl)isoquinolin-6-yl)azetidin-1-yl)prop-2-en-1-one